(R)-3-bromo-5-(2-(3-chlorophenyl)pyrrolidin-1-yl)pyrazolo[1,5-a]Pyrimidine BrC=1C=NN2C1N=C(C=C2)N2[C@H](CCC2)C2=CC(=CC=C2)Cl